OB1OCC2=C1C=C(C=C2)C(=O)N[C@H](C(=O)OC)CNC(=O)C=2C=CC1=C(B(OC1)O)C2 methyl (S)-2,3-bis(1-hydroxy-1,3-dihydrobenzo[c][1,2]oxaborole-6-carboxamido)propanoate